(S)-2-(6-(3-(5-(Dimethylcarbamoyl)pyridin-2-yl)-1-toluenesulfonyl-1H-pyrrolo[2,3-b]pyridin-5-yl)isoChroman-8-yl)pyrrolidine-1-carboxylic acid tert-butyl ester C(C)(C)(C)OC(=O)N1[C@@H](CCC1)C=1C=C(C=C2CCOCC12)C=1C=C2C(=NC1)N(C=C2C2=NC=C(C=C2)C(N(C)C)=O)S(=O)(=O)CC2=CC=CC=C2